methyl 5-oxo-6,7-dihydro-5H-cyclopenta[c]pyridine-6-carboxylate O=C1C(CC=2C=NC=CC21)C(=O)OC